NC[C@@H](CN1CC2=CC=CC=C2CC1)O (S)-1-amino-3-(3,4-dihydroisoquinolin-2(1H)-yl)-propan-2-ol